5,7-Difluoro-1-(oxan-2-yl)indazole-6-carbaldehyde FC=1C=C2C=NN(C2=C(C1C=O)F)C1OCCCC1